OCCN(CCC[Si](OC)(OC)OC)CCO N,N-bis(2-hydroxyethyl)-3-aminopropyltrimethoxysilane